FC(C(=O)N[C@H](C(=O)N1[C@@H]([C@H]2C([C@H]2C1)(C)C)C(=O)OC)C(C)(C)C)F methyl (1R,2S,5S)-3-[(2S)-2-[(2,2-difluoroacetyl)amino]-3,3-dimethyl-butanoyl]-6,6-dimethyl-3-azabicyclo[3.1.0]hexane-2-carboxylate